2'-methyl-6'-(N-p-tolyl-N-ethylamino)spiro[isobenzofuran-1(3H),9-[9H]xanthen]-3-one CC1=CC=2C3(C4=CC=C(C=C4OC2C=C1)N(CC)C1=CC=C(C=C1)C)OC(C1=CC=CC=C13)=O